1-{2-[({7-Oxo-7-[(3Z,12Z)-pentadeca-3,12-dien-8-yloxy]heptanoyl}oxy)methyl]-3-{[4-(pyrrolidin-1-yl)butanoyl]oxy}propyl} 7-(3Z,12Z)-pentadeca-3,12-dien-8-yl heptanedioate C(CCCCCC(=O)OC(CCC\C=C/CC)CCC\C=C/CC)(=O)OCC(COC(CCCN1CCCC1)=O)COC(CCCCCC(OC(CCC\C=C/CC)CCC\C=C/CC)=O)=O